methyl carbonate 2,2,2-trifluoroethyl-carbonate FC(COC(O)=O)(F)F.C(OC)(O)=O